C1(CC1)C1=C(C(=CC(=C1)OC(F)F)C(C)C)NC(=O)N=[S@@](=O)(N)C1=CC=C(C=C1)CN(C)C (S)-N'-(2-cyclopropyl-4-(difluoromethoxy)-6-isopropylphenyl-carbamoyl)-4-((dimethylamino)methyl)benzenesulfonimidamide